3-FORMYL-2-(METHYLPHENYLAMINO)CHROMONE C(=O)C1=C(OC2=CC=CC=C2C1=O)N(C1=CC=CC=C1)C